FC=1C=C(C(=CC1)C1=CC=C(C=C1)C(F)(F)F)C(=O)NC[C@@]1(NC(NC1=O)=O)C=1N=CSC1C |r| rac-4-fluoro-N-{[4-(5-methyl-1,3-thiazol-4-yl)-2,5-dioxoimidazolidin-4-yl]methyl}-4'-(trifluoromethyl)[biphenyl]-2-carboxamide